N-hydroxy-5-(3-(methyl-(2-methyl-4-quinazolinyl)amino)phenoxy)pyridineamide ONC(=O)C1=NC=C(C=C1)OC1=CC(=CC=C1)N(C1=NC(=NC2=CC=CC=C12)C)C